C(C)OP([O-])(N)=S ethyl-phosphoroamidothioate